3-Fluoro-5-((3-methoxyphenyl)amino)benzonitrile FC=1C=C(C#N)C=C(C1)NC1=CC(=CC=C1)OC